3-[(2R)-4-[4-chloro-2-(trifluoromethyl)benzoyl]-2-ethylpiperazin-1-yl]-N-[2-(dimethylamino)ethyl]-6-(2-ethoxypyridin-3-yl)pyrazine-2-carboxamide ClC1=CC(=C(C(=O)N2C[C@H](N(CC2)C=2C(=NC(=CN2)C=2C(=NC=CC2)OCC)C(=O)NCCN(C)C)CC)C=C1)C(F)(F)F